C1(CCC1)OC[C@@H](C(=O)O)NC(=O)OCC1C2=CC=CC=C2C=2C=CC=CC12 (2S)-3-cyclobutoxy-2-(9H-fluoren-9-ylmethoxycarbonylamino)propionic acid